C(C)(=O)NC=1N=C2N(N=C(C=C2)C=2C=C(C(=NC2)C)C(=O)NCC2=C(C=CC(=C2)OC(F)(F)F)F)C1C 5-{2-acetamido-3-methylimidazo[1,2-b]pyridazin-6-yl}-N-{[2-fluoro-5-(trifluoromethoxy)phenyl]methyl}-2-methylpyridine-3-carboxamide